4-({3-[1-(cyanomethyl)-4-{[(1R,4R)-4-(morpholin-4-yl)cyclohexyl]amino}-1H-indol-2-yl]prop-2-yn-1-yl}amino)-3-methoxy-N-methylbenzamide C(#N)CN1C(=CC2=C(C=CC=C12)NC1CCC(CC1)N1CCOCC1)C#CCNC1=C(C=C(C(=O)NC)C=C1)OC